C(CCCCCCCCCCCCCCCCC)OC(C(C)C1=CC(=C(C(=C1)C)O)C(C)(C)C)=O 3-tertiary butyl-4-hydroxy-5-methylphenyl-propionic acid stearyl ester